25-methylhexacosyl myristoleate C(CCCCCCC\C=C/CCCC)(=O)OCCCCCCCCCCCCCCCCCCCCCCCCC(C)C